ClC=1C(=NC=CC1C1=NC(=C(C=C1)CNCC1NC(CC1)=O)OC)C=1C(=C(C=CC1)NC(C1=NC=C(C(=C1)OC)CN1CC(C1)COC)=O)C N-(3-(3'-chloro-6-methoxy-5-((((5-oxopyrrolidin-2-yl)methyl)amino)methyl)-[2,4'-bipyridin]-2'-yl)-2-methylphenyl)-4-methoxy-5-((3-(methoxymethyl)azetidin-1-yl)methyl)picolinamide